[Si](C)(C)(C(C)(C)C)OCC1=CC=C(CNC2=CN=NC(=C2)Cl)C=C1 N-(4-(((tert-butyldimethylsilyl)oxy)methyl)benzyl)-6-chloropyridazin-4-amine